2-(3-aminobicyclo[1.1.1]pentan-1-yl)propane NC12CC(C1)(C2)C(C)C